OC1=C(N=C(N(C1=O)C)C1=C2C(=CN(C2=CC=C1)C)CO)C(=O)NC=1C=NOC1 5-hydroxy-2-[3-(hydroxymethyl)-1-methylindol-4-yl]-1-methyl-N-(1,2-oxazol-4-yl)-6-oxopyrimidine-4-carboxamide